C(C)(C)(C)OC(=O)N1C=NC2=C1C(=C(C=C2Br)F)CO 4-bromo-6-fluoro-7-(hydroxymethyl)-1H-benzo[d]Imidazole-1-carboxylic acid tert-butyl ester